(2S)-3-cyclopentyl-2-(9H-fluoren-9-ylmethoxycarbonylamino)propanoic acid C1(CCCC1)C[C@@H](C(=O)O)NC(=O)OCC1C2=CC=CC=C2C=2C=CC=CC12